ClC1=NC(=NC(=C1)OC(C)C)C(C)(F)F 4-Chloro-2-(1,1-difluoroethyl)-6-isopropoxypyrimidine